4-(3-(3-methyl-1H-1,2,4-triazol-5-yl)piperidin-1-yl)pyrido[4,3-d]Pyrimidine CC1=NNC(=N1)C1CN(CCC1)C=1C2=C(N=CN1)C=CN=C2